CC1(OB(OC1(C)C)C1=CC=C(C=C1)C1(CC1)C(F)(F)F)C 4,4,5,5-tetramethyl-2-{4-[1-(trifluoromethyl)cyclopropyl]phenyl}-1,3,2-dioxaborolane